tert-butyl 4-(2-(((4-nitrophenoxy)carbonyl)oxy)ethyl)piperazine-1-carboxylate [N+](=O)([O-])C1=CC=C(OC(=O)OCCN2CCN(CC2)C(=O)OC(C)(C)C)C=C1